[N+](=O)([O-])[O-].C(CCCCC)[NH3+].C(CCCCC)[NH3+].[N+](=O)([O-])[O-] bis(hexylammonium) nitrate